3-(4-(1-(2-(Piperidin-4-yl)ethyl)piperidin-4-yl)phenyl)piperidine-2,6-dione N1CCC(CC1)CCN1CCC(CC1)C1=CC=C(C=C1)C1C(NC(CC1)=O)=O